C1(=CC=CC=C1)S(=O)(=O)/C=C/CN (2E)-3-(benzenesulfonyl)prop-2-en-1-amine